1,1-bis(p-hydroxyphenyl)propane tert-butyl-(1-(4-amino-2-(trifluoromethyl)benzyl)piperidin-4-yl)carbamate C(C)(C)(C)N(C(O)=O)C1CCN(CC1)CC1=C(C=C(C=C1)N)C(F)(F)F.OC1=CC=C(C=C1)C(CC)C1=CC=C(C=C1)O